BrC=1C=C2C(=NC1)C1=NC=C(C(=C1N2)Cl)C(=O)OCC ethyl 7-bromo-4-chloro-5H-pyrrolo[3,2-b:4,5-b']dipyridine-3-carboxylate